tert-butyl (3-(3-chlorophenyl)-3-hydroxycyclobutyl)carbamate ClC=1C=C(C=CC1)C1(CC(C1)NC(OC(C)(C)C)=O)O